FC=1C=C2CN(C(NC2=CC1)=O)C=1C=C(OCC(=O)OCC)C=CC1 ethyl 2-(3-(6-fluoro-2-oxo-1,4-dihydroquinazolin-3(2H)-yl)phenoxy)acetate